4-Phenylphenylmethanol C1(=CC=CC=C1)C1=CC=C(C=C1)CO